FC=1C=C(C=C(C1)OC)C=1N=CC(=NC1)CN1N=CC2=CC(=CC(=C12)C(=O)OC)O methyl 1-((5-(3-fluoro-5-methoxyphenyl) pyrazin-2-yl) methyl)-5-hydroxy-1H-indazole-7-carboxylate